CC1(C(N(C2=CC(=CC=C12)C1=CC2=C(C(=N1)NC=1C=CC(=C(C(=O)N)C1)C)N(C=N2)C(C)C)C2CC(C2)NC(C(C)(C)C)=O)=O)C 5-((6-(3,3-dimethyl-2-oxo-1-((1s,3s)-3-pivaloylaminocyclobutyl)indolin-6-yl)-3-isopropyl-3H-imidazo[4,5-c]pyridin-4-yl)amino)-2-methylbenzamide